N-bromoacetylglucosamine C([C@H]([C@H]([C@@H]([C@H](C=O)NC(=O)CBr)O)O)O)O